FC(OC1=C(C(=NN1C)C(F)(F)F)CS(=O)(=O)C1=NOC(C1)(C)C)F 3-(5-difluoromethoxy-1-methyl-3-trifluoromethyl-1H-pyrazol-4-yl-methanesulfonyl)-5,5-dimethyl-2-isoxazoline